FC(C1=NC(=NO1)C1=CC=C(C=C1)CN1C=NC(=C1)C#N)(F)F 1-[[4-[5-(trifluoromethyl)-1,2,4-oxadiazol-3-yl]phenyl]methyl]imidazole-4-carbonitrile